C(CCCCCC(=O)OC(CCCCCCCC)C)(=O)OCC(COC(CCCCCC(=O)OC(CCCCCCCC)C)=O)(CO)CO [2,2-bis(hydroxymethyl)-3-[7-(1-methylnonoxy)-7-oxo-heptanoyl]oxy-propyl] O7-(1-methylnonyl) heptanedioate